tert-butyl (S)-5-amino-4-(6-fluoro-4-hydroxy-1-oxoisoindolin-2-yl)-5-oxopentanoate NC([C@H](CCC(=O)OC(C)(C)C)N1C(C2=CC(=CC(=C2C1)O)F)=O)=O